CN(C/C=C/C(=O)N1[C@@H](COCC1)C(=O)NCCN1C=NC=2C=NC(=CC21)NC=2SC(=CN2)C2=NC=CC=C2F)C (3S)-4-[(E)-4-(dimethylamino)but-2-enoyl]-N-[2-[6-[[5-(3-fluoro-2-pyridyl)thiazol-2-yl]amino]imidazo[4,5-c]pyridin-1-yl]ethyl]morpholine-3-carboxamide